N1C=CC=2C1=NC=C(C2)C=2C=C(CCNC(=O)NC1=C(C=CC(=C1)C(F)(F)F)F)C=CC2 1-(3-(1H-pyrrolo[2,3-b]pyridin-5-yl)phenethyl)-3-(2-fluoro-5-(trifluoromethyl)phenyl)urea